3-(pyridin-4-yl)-1,2-benzoxazole-6-carboxylic acid methyl ester COC(=O)C1=CC2=C(C(=NO2)C2=CC=NC=C2)C=C1